7-methoxy-6-(4-methoxyphenyl)-2,3-diphenyl-N-(1H-pyrazol-3-yl)pyrazolo[1,5-a]pyrimidin-5-amine COC1=C(C(=NC=2N1N=C(C2C2=CC=CC=C2)C2=CC=CC=C2)NC2=NNC=C2)C2=CC=C(C=C2)OC